fluoro-manganese sodium phosphate P(=O)([O-])([O-])O.[Na+].F[Mn+]